C(CC)N1C(CCC1=C)=O l-N-propyl-5-methylene-2-pyrrolidone